tert-butyl (2S)-2-((tert-butoxycarbonyl)amino)-5-((2-(3-((4R)-2-(4-methoxybenzyl)-5,5-dimethyl-1,3-dioxane-4-carboxamido)propanamido)ethyl)thio)-5-oxopentanoate C(C)(C)(C)OC(=O)N[C@H](C(=O)OC(C)(C)C)CCC(=O)SCCNC(CCNC(=O)[C@@H]1OC(OCC1(C)C)CC1=CC=C(C=C1)OC)=O